((2R,3S,5R)-5-(6-amino-2-fluoro-9H-purin-9-yl)-2-ethynyl-3-hydroxy-tetrahydrofuran-2-yl)methyl 2-(1-adamantyl)ethyl carbonate C(OC[C@]1(O[C@H](C[C@@H]1O)N1C2=NC(=NC(=C2N=C1)N)F)C#C)(OCCC12CC3CC(CC(C1)C3)C2)=O